3-(((7-(pyridin-4-yl)-2,3-dihydrofuro[3,2-c]pyridin-4-yl)amino)methyl)-N-(5-(pyrrolidin-1-ylmethyl)thiazol-2-yl)benzamide N1=CC=C(C=C1)C=1C2=C(C(=NC1)NCC=1C=C(C(=O)NC=3SC(=CN3)CN3CCCC3)C=CC1)CCO2